(2-methoxyethyl)-3-(4-(2-methyl-1-phenyl-1H-benzimidazol-5-yl)phenyl)urea COCCNC(=O)NC1=CC=C(C=C1)C1=CC2=C(N(C(=N2)C)C2=CC=CC=C2)C=C1